C(C)N(CCC1=CNC2=CC=CC=C12)C N-ethyl-2-(1H-indol-3-yl)-N-methylethanamine